C(C)(C)(C)OC(=O)N1C[C@H](CCCC1)NC1=NC=C(C(=N1)C1=CNC2=CC(=CC=C12)C(=O)OC)C(F)(F)F methyl (S)-3-(2-((1-(tert-butoxycarbonyl) azepan-3-yl) amino)-5-(trifluoromethyl) pyrimidin-4-yl)-1H-indole-6-carboxylate